(1R,2S,5S)-6,6-dimethyl-N-{(2S)-3-oxo-1-[(3S)-2-oxopyrrolidin-3-yl]-4-[(1,2,5-thiadiazol-3-yl)oxy]butan-2-yl}-3-[N-(trifluoroacetyl)-L-valyl]-3-azabicyclo[3.1.0]hexane-2-carboxamide CC1([C@H]2CN([C@@H]([C@@H]12)C(=O)N[C@@H](C[C@H]1C(NCC1)=O)C(COC1=NSN=C1)=O)C([C@@H](NC(C(F)(F)F)=O)C(C)C)=O)C